CS(=O)(=O)[O-].C(CCC)[N+]1=CC(=CC=C1)CCC 1-Butyl-3-propylpyridinium methansulfonat